N1(CCNCC1)C1=C(C=CC=C1)C1=COC=C1 3-(2-piperazinylphenyl)furan